benzyl N-[(1S,2S)-1-[[4-[3,5-dimethyl-1-(2-trimethylsilylethoxymethyl)-pyrazol-4-yl]phenyl]carbamoyl]-2-methyl-3-(1-methylcyclopropyl)propyl]carbamate CC1=NN(C(=C1C1=CC=C(C=C1)NC(=O)[C@H]([C@H](CC1(CC1)C)C)NC(OCC1=CC=CC=C1)=O)C)COCC[Si](C)(C)C